BrC1=CC2=C(N=C(N=C2C)NC)N=C1NCCO 2-((6-bromo-4-methyl-2-(methylamino)pyrido[2,3-d]pyrimidin-7-yl)amino)ethan-1-ol